4-(((3R,4R)-1-(2-cyanoacetyl)-4-methylpiperidin-3-yl)(methyl)amino)-7H-pyrrolo[2,3-d]pyrimidine-7-carbohydrazide C(#N)CC(=O)N1C[C@@H]([C@@H](CC1)C)N(C=1C2=C(N=CN1)N(C=C2)C(=O)NN)C